3-((6-bromo-2-(2,5-dimethyl-1-(4-morpholinophenyl)-1H-pyrrol-3-yl)-3H-imidazo[4,5-b]pyridin-7-yl)amino)benzenesulfonamide BrC=1C(=C2C(=NC1)NC(=N2)C2=C(N(C(=C2)C)C2=CC=C(C=C2)N2CCOCC2)C)NC=2C=C(C=CC2)S(=O)(=O)N